FC1=C(C(=CC=C1C(F)(F)F)OC)C1=CC(=NC=C1C(=O)NC=1SC(=NN1)OCC(=C)C)C 4-(2-Fluoro-6-methoxy-3-(trifluoromethyl)phenyl)-6-methyl-N-(5-((2-methylallyl)oxy)-1,3,4-thiadiazol-2-yl)nicotinamide